2-Chloro-6-nitro-4-(pentafluoro-lambda6-sulfanyl)phenol ClC1=C(C(=CC(=C1)S(F)(F)(F)(F)F)[N+](=O)[O-])O